N-{[4-(quinoline-3-sulfonyl)phenyl]methyl}-1H-pyrazolo[3,4-b]pyridine N1=CC(=CC2=CC=CC=C12)S(=O)(=O)C1=CC=C(C=C1)CN1N=CC=2C1=NC=CC2